CC1=C(C(=O)OC(NC[C@@H]2N(C[C@H](C2)NC2=CC(=C(C=C2)OC(F)F)OCC2CC2)C(C)=O)=O)C=CC=N1 ((((2r,4s)-1-acetyl-4-((3-(cyclopropylmethoxy)-4-(difluoromethoxy) phenyl) amino) pyrrolidin-2-yl) methyl) carbamoyl) methylnicotinate